1H-imidazo[4,5-B]pyrazin-2-amine N1C(=NC=2C1=NC=CN2)N